Glycidoxypropyldimethylethoxysilan C(C1CO1)OCCC[Si](OCC)(C)C